C(C)(=O)OCC1=C(C=CC(=C1)F)B1OC(C(O1)(C)C)(C)C 5-fluoro-2-(4,4,5,5-tetramethyl-1,3,2-dioxaborolan-2-yl)benzyl acetate